C1(=CC=C(C=C1)C=1C2=CC=CC=C2N=C2C(=CC=CC12)F)C 9-(p-tolyl)-4-fluoroacridine